2,2-bis-(4-hydroxypropoxyphenyl)propane OCCCOC1=CC=C(C=C1)C(C)(C)C1=CC=C(C=C1)OCCCO